2-((3-fluoropyridin-2-yl)methyl)-8-(3-methylimidazo[1,2-a]pyridin-6-yl)-7-(3-methylmorpholino)-[1,2,4]triazolo[1,5-c]pyrimidin-5-amine FC=1C(=NC=CC1)CC1=NN2C(=NC(=C(C2=N1)C=1C=CC=2N(C1)C(=CN2)C)N2C(COCC2)C)N